C1(=CC=CC2=CC=CC=C12)C(=O)O.C=C ethylene naphthate